(2-bromo-5-fluorophenyl)pentane-1,5-diol BrC1=C(C=C(C=C1)F)C(CCCCO)O